FCC1=CC(=NC=N1)N1CCC2(C(N3[C@H](O2)CC[C@H]3C3=CC=CC=C3)=O)CC1 (5'S,7a'R)-1-[6-(fluoromethyl)pyrimidin-4-yl]-5'-phenyltetrahydro-3'H-spiro[piperidine-4,2'-pyrrolo[2,1-b][1,3]oxazol]-3'-one